C(C)OCCO ethyleneglycol monoethyl ether